C1C(O1)COC2=CC3=C(C=C2)C(=C4C=CC(=O)C=C4O3)C5=CC=CC=C5C(=O)OCC6CO6 The molecule is an epoxide fluorescent probe for use in in vivo visualization of hydrogen sulfide. The probe employs a fluorescein as a fluorophore, and is equipped with an operating epoxide unit. FEPO functions via epoxide ring opening via nucleophilic attack by H2S. It has a role as a fluorescent probe. It is an epoxide, a benzoate ester, an aromatic ether and a xanthene dye. It derives from a fluorescein.